4-{(S)-2-[(S)-2-(Methoxycarbonyl)-3-phenylpropanamido]-2-(5-phenylthiazol-2-yl)ethyl}phenylsulfamic acid COC(=O)[C@H](C(=O)N[C@@H](CC1=CC=C(C=C1)NS(O)(=O)=O)C=1SC(=CN1)C1=CC=CC=C1)CC1=CC=CC=C1